(5-hydroxypent-1-yn-1-yl)-2-(1-(tetrahydro-2H-pyran-2-yl)-1H-pyrazol-5-yl)-1-naphthacenecarbonitrile OCCCC#CC=1C(=C(C2=CC3=CC4=CC=CC=C4C=C3C=C2C1)C#N)C1=CC=NN1C1OCCCC1